2-chloro-N'-[1,1-difluoro-2-(4-methoxyphenyl)-2-oxoethoxy]-5-[3-(trifluoro-methyl)phenoxy]pyridine-4-carboximidamide ClC1=NC=C(C(=C1)C(N)=NOC(C(=O)C1=CC=C(C=C1)OC)(F)F)OC1=CC(=CC=C1)C(F)(F)F